3,5-dimethyl-piperazine citrate C(CC(O)(C(=O)O)CC(=O)O)(=O)O.CC1CNCC(N1)C